FC(S(=O)(=O)[O-])(F)F.OC=1C=CC=C2C(=CC=NC12)C=CC1=[N+](C2=CC(=CC(=C2C=C1)C)C)C 2-[2-(8-Hydroxyquinolin-4-yl)-vinyl]-1,5,7-trimethylquinolinium trifluoromethanesulfonate